COC1=CC=C(CN2C=C(C=C(C2=O)C(F)(F)F)C=O)C=C1 1-(4-methoxybenzyl)-6-oxo-5-(trifluoromethyl)-1,6-dihydropyridine-3-carbaldehyde